(didodecylamino)ethan-1-ol C(CCCCCCCCCCC)N(CCCCCCCCCCCC)C(C)O